FC1=C(C=CC=C1F)C1=CC=C2C(N(CN(C2=C1)S(=O)(=O)C1=CC(=CC=C1)C(F)(F)F)CCOC)=O 7-(2,3-difluorophenyl)-3-(2-methoxyethyl)-1-((3-(trifluoromethyl)phenyl)sulfonyl)-2,3-dihydroquinazolin-4(1H)-one